ClC=1C=CC(=C(C1)C1=CC(N(C=C1OC)C(C(=O)O)CC1=CC=CC=C1)=O)N1N=NC(=C1)Cl 2-(4-(5-Chloro-2-(4-chloro-1H-1,2,3-triazol-1-yl)phenyl)-5-methoxy-2-oxopyridin-1(2H)-yl)-3-phenylpropionic acid